C[N+]1=CN([C@H]2[C@H](O)[C@H](OC)[C@@H](CO)O2)C=2N=C(NC(C12)=O)N N7,3'-O-dimethyl-guanosine